C1(=CC=CC=C1)P(CCCP(C1=CC=CC=C1)C1=CC=CC=C1)C1=CC=CC=C1 1,3-bis(diphenylphosphaneyl)propane